NC=1N=C(C=C2C=C(C=NC12)NC(=O)[C@H]1[C@H](C1)F)Cl (1S,2S)-N-(8-amino-6-chloro-1,7-naphthyridin-3-yl)-2-fluoro-cyclopropanecarboxamide